Methyl (S)-3-(4-(benzyloxy)phenyl)-2-(2-(1-(3-(4-(pyrimidin-5-yl)phenyl)propanoyl)piperidin-4-yl)acetamido)propanoate C(C1=CC=CC=C1)OC1=CC=C(C=C1)C[C@@H](C(=O)OC)NC(CC1CCN(CC1)C(CCC1=CC=C(C=C1)C=1C=NC=NC1)=O)=O